benzyl (7-((1-(4-((2,6-dioxopiperidin-3-yl)amino)-3-fluorophenyl)piperidin-4-yl)methyl)-7-azaspiro[3.5]nonan-2-yl)carbamate O=C1NC(CCC1NC1=C(C=C(C=C1)N1CCC(CC1)CN1CCC2(CC(C2)NC(OCC2=CC=CC=C2)=O)CC1)F)=O